titanium-potassium carbon phosphate P(=O)([O-])([O-])[O-].[C+4].[K+].[Ti+4].P(=O)([O-])([O-])[O-].P(=O)([O-])([O-])[O-]